2-amino-3-(pyrimidin-2-yl)propionic acid dihydrochloride Cl.Cl.NC(C(=O)O)CC1=NC=CC=N1